6-bromo-4-fluoro-1-cyclopropyl-2-methyl-1H-benzo[d]imidazole BrC=1C=C(C2=C(N(C(=N2)C)C2CC2)C1)F